octyltriacetoxysilane C(CCCCCCC)[Si](OC(C)=O)(OC(C)=O)OC(C)=O